F[B-](F)(F)F.C(CCC)N1CN(C=C1)C 1-butyl-3-methyl-imidazole tetrafluoroborate salt